C1(=CC=CC=C1)C1=C(C(=NN1)C1=CC=C(C=C1)C(F)(F)F)O 5-phenyl-3-(4-(trifluoromethyl)phenyl)-4-hydroxy-1H-pyrazole